C(C1=CC=CC=C1)C=1C=NN(C1C)C(=O)N[C@@H]1C(N(C2=C(OC1)C=CC(=C2)Br)C)=O (S)-4-Benzyl-N-(7-bromo-5-methyl-4-oxo-2,3,4,5-tetrahydrobenzo[b][1,4]oxazepin-3-yl)-5-methyl-1H-pyrazole-1-carboxamide